4-(1-(2-oxaspiro[3.3]heptan-6-yl)piperidin-4-yl)-1H-1,2,3-triazol C1OCC12CC(C2)N2CCC(CC2)C=2N=NNC2